C(CCC)[N+]1=CC=C(C=C1)C N-butyl-4-methylpyridinium